(E)-glycine NCC(=O)O